1'-methyl-6-(4-(1-methyl-1H-pyrazol-4-yl)-1H-pyrrolo[2,3-b]pyridin-3-yl)spiro[indene-1,4'-piperidin]-3(2H)-one CN1CCC2(CC1)CC(C1=CC=C(C=C12)C1=CNC2=NC=CC(=C21)C=2C=NN(C2)C)=O